NC1=NC=2C=CC(=CC2C2=C1[C@@H](OC2)C)C(=O)N(CC2=NC=C(C=C2)C(F)(F)F)C (3S)-4-amino-N,3-dimethyl-N-((5-(trifluoromethyl)-2-pyridinyl)methyl)-1,3-dihydrofuro[3,4-c]quinoline-8-carboxamide